NC1=CC(=C2C3=C(C=C(N=C13)C(=O)N)C=N2)N 6,8-diaminopyrrolo[4,3,2-de]quinoline-4-carboxamide